[N+](=O)([O-])C=1C=C(C=CC1)C1=NN=C(O1)S 5-(3-nitrophenyl)-1,3,4-oxadiazole-2-thiol